C1[C@H]([C@H]([C@@H]([C@@H](O1)O[C@H]2[C@H]([C@@H]([C@H](OC2O)CO)O)O)O)O)O The molecule is a glycosylmannose consisting of beta-D-arabinopyranose and D-mannopyranose joined in sequence by a (1->2) glycosidic bond. It derives from a beta-D-arabinopyranose and a D-mannopyranose.